racemic-3-((3-butyl-7-(ethylthio)-2-methyl-1,1-dioxido-5-phenyl-2,3,4,5-tetrahydro-1,2,5-benzothiadiazepin-8-yl)oxy)-2,2-dimethylpropanoic acid C(CCC)[C@H]1N(S(C2=C(N(C1)C1=CC=CC=C1)C=C(C(=C2)OCC(C(=O)O)(C)C)SCC)(=O)=O)C |r|